Benzyl-4-(3-(3,4-dimethoxyphenyl)-2-methyl-1H-pyrrolo[2,3-c]pyridin-5-yl)-[1,4'-bipiperidin]-1'-carboxylat C(C1=CC=CC=C1)OC(=O)N1CCC(CC1)N1CCC(CC1)C=1C=C2C(=CN1)NC(=C2C2=CC(=C(C=C2)OC)OC)C